2-hydroxy-3-{tris(hydroxymethyl)methylamino}-1-propanesulfonic acid OC(CS(=O)(=O)O)CNC(CO)(CO)CO